1-(4-((4-chlorobenzyl)oxy)-2,5-difluorophenyl)pyrrolidin-3-ol ClC1=CC=C(COC2=CC(=C(C=C2F)N2CC(CC2)O)F)C=C1